N,N-bis(4-methoxybenzyl)-2-(morpholin-4-yl)-8-(1,3-thiazol-2-yl)pyrazolo[1,5-a][1,3,5]triazin-4-amine COC1=CC=C(CN(C2=NC(=NC=3N2N=CC3C=3SC=CN3)N3CCOCC3)CC3=CC=C(C=C3)OC)C=C1